tert-Butyl 3-(4-hydroxypyrido[3,4-d]pyrimidin-6-yl)piperidine-1-carboxylate OC=1C2=C(N=CN1)C=NC(=C2)C2CN(CCC2)C(=O)OC(C)(C)C